Cl.Cl.N[C@@H](CC(=O)N1CCC(CC1)=C1C2=C(CCC=3C1=NC=CC3)C=C(C=C2)Cl)CC2=C(C=C(C(=C2)F)F)F (R)-3-amino-1-(4-(8-chloro-5,6-dihydro-11H-benzo[5,6]cyclohepta[1,2-b]pyridin-11-ylidene)piperidin-1-yl)-4-(2,4,5-trifluorophenyl)butan-1-one dihydrochloride